rel-8-((3S,5R)-3-((difluoromethoxy)methyl)-5-methylpiperazin-1-yl)-3-(5-(difluoromethyl)-1,3,4-thiadiazol-2-yl)-N-(1-methylcyclopropyl)imidazo[1,2-a]pyridine-6-sulfonamide FC(OC[C@@H]1CN(C[C@H](N1)C)C=1C=2N(C=C(C1)S(=O)(=O)NC1(CC1)C)C(=CN2)C=2SC(=NN2)C(F)F)F |o1:4,8|